methyl 4-phenyl-3,4-dihydro-2H-benzo[b][1,4]thiazine-6-carboxylate C1(=CC=CC=C1)N1C2=C(SCC1)C=CC(=C2)C(=O)OC